(±)-endo-tert-butyl 3-(1-(5,6-syn-dihydroxybicyclo[2.2.2]octane-2-carbonyl)piperidin-4-yl)benzylcarbamate OC1C2CC(C(C1O)CC2)C(=O)N2CCC(CC2)C=2C=C(CNC(OC(C)(C)C)=O)C=CC2